1-(3'-(5-(4-(tert-butyl)piperazin-1-yl)-6-(difluoromethyl)pyridin-3-yl)-3-chloro-5'-fluoro-2'-hydroxy-[1,1'-biphenyl]-4-yl)-3-methyl-1H-imidazol-2(3H)-one C(C)(C)(C)N1CCN(CC1)C=1C=C(C=NC1C(F)F)C=1C(=C(C=C(C1)F)C1=CC(=C(C=C1)N1C(N(C=C1)C)=O)Cl)O